tert-butyl (S)-(1-((4-(1-benzyl-6-oxo-1,6-dihydropyridin-2-yl)-3-fluorophenyl)amino)-1-oxo-3,3-diphenylpropan-2-yl)carbamate C(C1=CC=CC=C1)N1C(=CC=CC1=O)C1=C(C=C(C=C1)NC([C@H](C(C1=CC=CC=C1)C1=CC=CC=C1)NC(OC(C)(C)C)=O)=O)F